(S)-4-(cyclopropylethynyl)-2-oxo-4-(trifluoromethyl)-1,2,3,4-tetrahydroquinazolin-7-Formaldehyde C1(CC1)C#C[C@@]1(NC(NC2=CC(=CC=C12)C=O)=O)C(F)(F)F